FC(C1=CC=CC2=CC=CC=C12)(F)F 1-(trifluoromethyl)-naphthalene